4-[3-(2,3-dichlorophenyl)-5-methyl-1H-pyrazolo[3,4-b]pyrazin-6-yl]-N-(4-fluorophenyl)piperazine ClC1=C(C=CC=C1Cl)C1=NNC2=NC(=C(N=C21)C)N2CCN(CC2)C2=CC=C(C=C2)F